ClC=1C=CC(=NC1)OC1CCC2(C(NC3=CC=C(C=C23)CO)=O)CC1 cis-4-[(5-chloro-2-pyridyl)oxy]-5'-(hydroxymethyl)spiro[cyclohexane-1,3'-indoline]-2'-one